C(C)OC1=CC=2N(C=C1C(=O)NC1=NC(=CC=C1)OC)C=C(N2)[C@@H]2[C@@H](C2)F 7-ethoxy-2-[(1R,2R)-2-fluorocyclopropyl]-N-(6-methoxy-2-pyridyl)imidazo[1,2-a]pyridine-6-carboxamide